I.N1CCOCC1 morpholine hydroiodic acid salt